(R)-(1-methylpyrrolidin-3-yl)methanamine CN1C[C@H](CC1)CN